(R)-2-methyl-N-(1-(3-nitro-5-(trifluoromethyl)phenyl)ethyl)-7-(pyrrolidin-1-yl)-6-(trifluoromethylsulfonyl)pyrido[2,3-d]pyrimidin-4-amine CC=1N=C(C2=C(N1)N=C(C(=C2)S(=O)(=O)C(F)(F)F)N2CCCC2)N[C@H](C)C2=CC(=CC(=C2)C(F)(F)F)[N+](=O)[O-]